3-hydroxy-2-(hydroxymethyl)-2-methylpropyl (S)-3-((2,3-dihydroxypropyl)thio)propanoate O[C@H](CSCCC(=O)OCC(CO)(C)CO)CO